(6aR,10aR)-1-hydroxy-6,6-dimethyl-3-pentyl-6a,7,10,10a-tetrahydrobenzo[c]chromene-9-carboxylic acid OC1=C2[C@H]3[C@H](C(OC2=CC(=C1)CCCCC)(C)C)CC=C(C3)C(=O)O